tert-Butyl (3-cyano-4-(3-((S)-3-((S)-2,4-dimethylpiperazin-1-yl)pyrrolidin-1-yl)-5-fluoro-7,9-dihydrofuro[3,4-f]quinazolin-6-yl)-7-fluorothieno[3,2-c]pyridin-2-yl)carbamate C(#N)C1=C(SC2=C1C(=NC=C2F)C=2C1=C(C=3C=NC(=NC3C2F)N2C[C@H](CC2)N2[C@H](CN(CC2)C)C)COC1)NC(OC(C)(C)C)=O